(1-(4-(6-(5-Fluoropyridin-3-yl)pyrazin-2-yl)benzoylamino)-2-methylpropan-2-yl)carbamic acid tert-butyl ester C(C)(C)(C)OC(NC(CNC(C1=CC=C(C=C1)C1=NC(=CN=C1)C=1C=NC=C(C1)F)=O)(C)C)=O